CC1[N]C(CNC1)C 2,6-Dimethyl-1λ2-piperazine